bislycopene pyrophosphate OP(O)(=O)OP(=O)(O)O.CC(C)=CCC\C(\C)=C\C=C\C(\C)=C\C=C\C(\C)=C\C=C\C=C(/C)\C=C\C=C(/C)\C=C\C=C(/C)\CCC=C(C)C.CC(C)=CCC\C(\C)=C\C=C\C(\C)=C\C=C\C(\C)=C\C=C\C=C(/C)\C=C\C=C(/C)\C=C\C=C(/C)\CCC=C(C)C